C(C)OC(=O)C1=NC(=NC=C1NC1COC1)Cl chloro-5-(oxetan-3-ylamino)pyrimidine-4-carboxylic acid ethyl ester